COC=1C=C(C=C2C=NC(=NC12)N[C@@H]1CC(CC1)CN(C(OCC1=CC=CC=C1)=O)C)B1OC(C(O1)(C)C)(C)C benzyl N-{[(3S)-3-{[8-methoxy-6-(4,4,5,5-tetramethyl-1,3,2-dioxaborolan-2-yl)quinazolin-2-yl]amino}cyclopentyl]methyl}-N-methylcarbamate